5-hydroxy-3-(trifluoromethyl)-5,6,6a,7,9,10-hexahydro-8H-pyrazino[1,2-a][1,8]naphthyridin OC1CC2N(C=3N=CC(=CC13)C(F)(F)F)CCNC2